C(C1=CC=CC=C1)OC(=O)N1CCC(=CC1)C=1C=NC=C(C1)F 5-fluoro-3',6'-dihydro-[3,4'-bipyridine]-1'(2'H)-carboxylic acid benzyl ester